FC=1C=C(C=CC1OC1=CC=CC=C1)N1C(N(C2=C1C=NC=C2)C=2C=C(C=CC2)NC(C=C)=O)=O N-(3-(3-(3-fluoro-4-phenoxyphenyl)-2-oxo-2,3-dihydro-1H-imidazo[4,5-c]pyridin-1-yl)phenyl)acrylamide